FC1=C(CC2=C(CCC2)C(=O)OCC)C(=CC(=C1)F)OCCOC ethyl 2-(2,4-difluoro-6-(2-methoxyethoxy)benzyl)cyclopent-1-ene-1-carboxylate